CN(S(=O)(=O)N1C=CC2=CC=CC=C12)C N,N-dimethyl-indole-1-sulfonamide